ClC1=CC=C(C=C1)C1=NOC(=N1)N1CCC(CC1)C(=O)NC[C@H]1CN(CC1)C[C@@H]1CN(CCC1)C 1-(3-(4-Chlorophenyl)-1,2,4-oxadiazol-5-yl)-N-(((S)-1-(((S)-1-methylpiperidin-3-yl)methyl)pyrrolidin-3-yl)methyl)piperidin-4-carboxamid